24,25-dihydroxycholesterol OC(C(C)(C)O)CC[C@@H](C)[C@H]1CC[C@H]2[C@@H]3CC=C4C[C@@H](O)CC[C@]4(C)[C@H]3CC[C@]12C